ClC=1C(=NC=CC1C(=O)N1CC2=C(C[C@@H]1C)N(N=N2)C2=NC=CC=N2)C(F)(F)F (S)-(3-chloro-2-(trifluoromethyl)pyridin-4-yl)(6-methyl-1-(pyrimidin-2-yl)-1,4,6,7-tetrahydro-5H-[1,2,3]triazolo[4,5-c]pyridin-5-yl)methanone